C1(=CC=C(C=C1)C[C@@H](C)O)C (R)-1-(p-tolyl)propan-2-ol